F[C@]1(CCC=2N(C1)N=C(C2C2=C1C(=NC(=C2)C)NN=C1)C1=NC=C(C=C1)F)COC (S)-4-(6-Fluoro-2-(5-fluoropyridin-2-yl)-6-(methoxymethyl)-4,5,6,7-tetrahydropyrazolo[1,5-a]pyridin-3-yl)-6-methyl-1H-pyrazolo[3,4-b]pyridine